5-(1-(3,3-difluorocyclobutyl)-2-methyl-1H-imidazo[4,5-b]pyridin-6-yl)-N-(trans-4-morpholinocyclohexyl)pyrrolo[2,1-f][1,2,4]triazin-2-amine FC1(CC(C1)N1C(=NC2=NC=C(C=C21)C=2C=CN1N=C(N=CC12)N[C@@H]1CC[C@H](CC1)N1CCOCC1)C)F